C(C)(C)(C)C=1C=C(C=C(C1O)C(C)(C)C)CCC(=O)OCCSCCOC(CCC1=CC(=C(C(=C1)C(C)(C)C)O)C(C)(C)C)=O thiodiethylene glycol bis[3-(3,5-di-tertiary butyl-4-hydroxyphenyl) propionate]